(2R,3S)-5,7-dihydroxy-2-(3,4,5-trihydroxyphenyl)chroman-3-yl 4-hydroxybenzoate OC1=CC=C(C(=O)O[C@@H]2[C@H](OC3=CC(=CC(=C3C2)O)O)C2=CC(=C(C(=C2)O)O)O)C=C1